Br[C@H]1[C@@H](C[C@@H](CC1)C(=O)O)OCC1=CC=CC=C1 (1R,3R,4R)-4-bromo-3-(benzyloxy)cyclohexanecarboxylic acid